8-(2-(pyridin-4-yl)-1,7-naphthyridin-4-yl)-2,8-diazaspiro[4.5]decane N1=CC=C(C=C1)C1=NC2=CN=CC=C2C(=C1)N1CCC2(CCNC2)CC1